C1(=CC=CC=C1)S(=O)(=O)C1=CC=C(CNC(=O)C2=CC3=NC=CC=C3O2)C=C1 Furo[3,2-b]pyridine-2-carboxylic acid 4-benzenesulfonyl-benzylamide